C1(=C2N(C=N1)CCC2)C(C(NC=2SC=CN2)=O)N2CC1=C(C=C(C=C1C2=O)C2=CC=C(C=C2)CN2CCN(CC2)CC(=O)OC(C)(C)C)F tert-butyl 2-[4-[[4-[2-[1-(6,7-dihydro-5H-pyrrolo[1,2-c]imidazol-1-yl)-2-oxo-2-(thiazol-2-ylamino)ethyl]-7-fluoro-3-oxo-isoindolin-5-yl]phenyl]methyl]piperazin-1-yl]acetate